N-((R)-1-(2,4-difluorophenyl)-2,2,2-trifluoroethyl)-2-(2,6-dioxopiperidin-3-yl)-4-fluoro-1-oxoisoindoline-5-carboxamide FC1=C(C=CC(=C1)F)[C@H](C(F)(F)F)NC(=O)C=1C(=C2CN(C(C2=CC1)=O)C1C(NC(CC1)=O)=O)F